C(C)(C)(C)C1=C(C(=CC(=C1)N1CC(C1)C)C(C)(C)C)O 2,6-Di-tert-butyl-4-(3-methylazetidin-1-yl)phenol